tert-butyl (1-(quinolin-5-yl)cyclopropyl)carbamate N1=CC=CC2=C(C=CC=C12)C1(CC1)NC(OC(C)(C)C)=O